1-[6-[5-[(6-methylpyridazin-3-yl)amino]benzimidazol-1-yl]-2-[5-(oxetan-3-yl)-3-(trifluoromethyl)-6,7-dihydro-4H-pyrazolo[4,3-c]pyridin-1-yl]-3-pyridinyl]ethanone CC1=CC=C(N=N1)NC1=CC2=C(N(C=N2)C2=CC=C(C(=N2)N2N=C(C=3CN(CCC32)C3COC3)C(F)(F)F)C(C)=O)C=C1